tert-butyl-4-(1-(((benzyloxy)carbonyl)amino)ethyl)piperazine C(C)(C)(C)N1CCN(CC1)C(C)NC(=O)OCC1=CC=CC=C1